3-(5-(cyclopropylmethyl)-1,3,4-oxadiazol-2-yl)-5-(1-(piperidin-4-yl)-1H-pyrazol-4-yl)pyridin-2-amine C1(CC1)CC1=NN=C(O1)C=1C(=NC=C(C1)C=1C=NN(C1)C1CCNCC1)N